5-(6-bromo-2-ethylpyridin-3-yl)-5-oxovaleraldehyde BrC1=CC=C(C(=N1)CC)C(CCCC=O)=O